FC1=C(C=CC(=C1)C#N)C1=CC=C(S1)C=O 5-(2-fluoro-4-cyanophenyl)-thiophene-2-carbaldehyde